C(C(C)(C)C)(=S)O thiopivalic acid